t-butyl (R)-3-((R)-1-((2-chloro-5-(trifluoromethyl)nicotinoyl)oxy)ethyl)piperazin-1-carboxylate ClC1=C(C(=O)O[C@H](C)[C@H]2CN(CCN2)C(=O)OC(C)(C)C)C=C(C=N1)C(F)(F)F